5,7-dichloro-6-(4-(methylthio)benzyl)-[1,2,4]triazolo[1,5-a]pyrimidine ClC1=NC=2N(C(=C1CC1=CC=C(C=C1)SC)Cl)N=CN2